NC1=C(C=C(C=N1)NC(C(N1[C@H](CC[C@@H](C1)C)C=1C=CC2=C(N=C(S2)[C@H]2[C@@H](CN(CC2)C)OC)C1)=O)=O)CC |r| Racemic-N-(6-amino-5-ethyl-3-pyridyl)-2-oxo-2-[(2R,5S)-5-methyl-2-[2-[rac-(3S,4R)-3-methoxy-1-methyl-4-piperidyl]-1,3-benzothiazol-5-yl]-1-piperidyl]acetamide